1-(4-methoxyphenyl)-2-(phenylamino)ethan-1-ol COC1=CC=C(C=C1)C(CNC1=CC=CC=C1)O